NC=1C=C(C(=O)O)C=CC1S(=O)(=O)C1=C(C=CC=C1)C(=O)O 3-amino-4-((2-carboxyphenyl)sulfonyl)benzoic acid